phenyl-1,3-decanedione C1(=CC=CC=C1)C(CC(CCCCCCC)=O)=O